tert-butyl (S)-2-(cyanomethyl)piperazine-1-carboxylate C(#N)C[C@@H]1N(CCNC1)C(=O)OC(C)(C)C